tert-Butyl 4-(4-((3-ethoxy-3-oxopropyl)amino)-3-methylphenyl)piperazine-1-carboxylate C(C)OC(CCNC1=C(C=C(C=C1)N1CCN(CC1)C(=O)OC(C)(C)C)C)=O